NC1=C(C=C(C=N1)C1=CC=C(OCC(=O)N2C[C@@H](CC2)O)C=C1)OC(C)C1=C(C(=CC=C1Cl)F)Cl 2-(4-{6-amino-5-[1-(2,6-dichloro-3-fluoro-phenyl)-ethoxy]-pyridin-3-yl}-phenoxy)-1-((R)-3-hydroxy-pyrrolidin-1-yl)-ethanone